OCC1=CC=C(C=N1)C1=NN(C=2C1=NC=C(C2)OC)C(=O)[O-] 3-(6-(hydroxymethyl)pyridin-3-yl)-6-methoxy-1H-pyrazolo[4,3-b]pyridine-1-carboxylate